(3R,4R)-4-((3-cyclopropyl-7-((3-fluoro-5-methylphenyl)amino)pyrazolo[1,5-a]pyrimidin-5-yl)aminomethyl)piperidin-3-ol C1(CC1)C=1C=NN2C1N=C(C=C2NC2=CC(=CC(=C2)C)F)NC[C@@H]2[C@H](CNCC2)O